1,5-dimethylpyrrolidone CN1C(CCC1C)=O